[Ru](=O)=O Ruthenium (IV) Oxid